2-(3-{[8-(3-chloro-2-fluorophenyl)-6-(3-fluoropyridin-2-yl)-8-methyl-5-oxo-5,6,7,8-tetrahydropyrido[4,3-d]pyrimidin-2-yl]amino}azetidin-1-yl)-2-oxoethyl acetate C(C)(=O)OCC(=O)N1CC(C1)NC=1N=CC2=C(N1)C(CN(C2=O)C2=NC=CC=C2F)(C)C2=C(C(=CC=C2)Cl)F